N,1,4-tris(4-methoxybenzyl)-7-nitro-1,2,3,4-tetrahydroquinoline-5-carboxamide COC1=CC=C(CNC(=O)C=2C=3C(CCN(C3C=C(C2)[N+](=O)[O-])CC2=CC=C(C=C2)OC)CC2=CC=C(C=C2)OC)C=C1